C(C(=C)C)(=O)OCCOCCCCCC 2-hexyloxyethyl methacrylate